(3aR,5s,6aS)-N-(4-(difluoromethyl)-6-(2,5-difluorophenyl)pyridazin-3-yl)-2-((tetrahydro-2H-pyran-4-yl)methyl)octahydrocyclopenta[c]pyrrol-5-amine FC(C1=C(N=NC(=C1)C1=C(C=CC(=C1)F)F)NC1C[C@@H]2[C@@H](CN(C2)CC2CCOCC2)C1)F